NC1=CC=C(C=C1)N1CCCCC1 1-(4-aminophenyl)piperidin